COC([C@H](CCC(C#C[Si](C)(C)C)=O)NC(=O)OC(C)(C)C)=O (S)-2-((tert-Butoxycarbonyl)amino)-5-oxo-7-(trimethylsilyl)hept-6-ynoic acid methyl ester